N-(5-(6-ethoxypyrazin-2-yl)pyridin-2-yl)-4-(2-(ethylsulfonylamino)pyrimidin-4-yl)tetrahydro-2H-pyran-4-carboxamide C(C)OC1=CN=CC(=N1)C=1C=CC(=NC1)NC(=O)C1(CCOCC1)C1=NC(=NC=C1)NS(=O)(=O)CC